CC=1C=CC(=C(C1)C=1C(=CC(=CC1O)CCCCC)O)C(=C)C 5'-methyl-4-pentyl-2'-(prop-1-en-2-yl)-[1,1'-Biphenyl]-2,6-diol